3-{6-chloro-2-[(1-cyclopropyl-1H-pyrazol-4-yl)amino]quinazolin-7-yl}-3-azabicyclo[3.1.1]heptan-6-ol ClC=1C=C2C=NC(=NC2=CC1N1CC2C(C(C1)C2)O)NC=2C=NN(C2)C2CC2